(3R,4R)-3-fluoro-N-[7-(2-methylpropyl)-5-(trifluoromethyl)imidazo[4,3-f][1,2,4]triazin-2-yl]piperidin-4-amine hydrochloride Cl.F[C@@H]1CNCC[C@H]1NC1=NN2C(C=N1)=C(N=C2CC(C)C)C(F)(F)F